((1r,2r,3r)-3-(4-methylpyridin-2-yl)-2-phenylcyclobutyl)(phenyl)methanone CC1=CC(=NC=C1)[C@H]1[C@H]([C@@H](C1)C(=O)C1=CC=CC=C1)C1=CC=CC=C1